FC(N1N=CC(=C1)C1=NN=C(O1)C(=O)N1[C@H](C2=C(CC1)NC=N2)C2=NN1C(C(=CC=C1)F)=C2)F (R)-(5-(1-(difluoromethyl)-1H-pyrazol-4-yl)-1,3,4-oxadiazol-2-yl)(4-(4-fluoropyrazolo[1,5-a]pyridin-2-yl)-6,7-dihydro-1H-imidazo[4,5-c]pyridin-5(4H)-yl)methanone